O1CN(CC12CCNCC2)C(C=C)=O 1-{1-oxa-3,8-diazaspiro[4.5]decan-3-yl}prop-2-en-1-one